C(C)OC(=O)C1=C(N=C(S1)NC(CCNC(C1=CC(=CC=C1)N1N=CC=C1)=O)=O)C.C1N(CCC2=CC=CC=C12)CCNC([C@@H](CC1=CNC2=CC=CC=C12)NCC(C)C)=O (R)-N-(2-(3,4-dihydroisoquinolin-2(1H)-yl)ethyl)-3-(1H-indol-3-yl)-2-(isobutylamino)propanamide Ethyl-2-(3-(3-(1H-pyrazol-1-yl)benzamido)propanamido)-4-methylthiazole-5-carboxylate